ClC1=C(C=CC=C1)C1=CC=C(C=C1)C(=O)NC1=NC=C(C=C1)O 2'-chloro-N-(5-hydroxy-pyridin-2-yl)-[1,1'-biphenyl]-4-carboxamide